tert-butyl 4-(4-(6-(2-Hydroxyphenyl)pyridazin-4-yl)phenyl)piperazine-1-carboxylate OC1=C(C=CC=C1)C1=CC(=CN=N1)C1=CC=C(C=C1)N1CCN(CC1)C(=O)OC(C)(C)C